3-(2-(((hexyloxy)carbonyl)oxy)-2,2-diphenylacetoxy)spiro[bicyclo[3.2.1]octane-8,1'-pyrrolidin]-8-ium chloride [Cl-].C(CCCCC)OC(=O)OC(C(=O)OC1CC2CCC(C1)[N+]21CCCC1)(C1=CC=CC=C1)C1=CC=CC=C1